N-[2-[(2R)-3-(3,4-Dihydro-1H-isochinolin-2-yl)-2-hydroxy-propyl]-1-oxo-3,4-dihydroisochinolin-6-yl]-2-morpholino-acetamid C1N(CCC2=CC=CC=C12)C[C@H](CN1C(C2=CC=C(C=C2CC1)NC(CN1CCOCC1)=O)=O)O